3-{2-[(3S,4R)-4-(5-chloro-2-fluoropyridin-3-yl)-4-fluoro-3-methylpiperidine-1-carbonyloxy]ethoxy}propanoic acid ClC=1C=C(C(=NC1)F)[C@@]1([C@H](CN(CC1)C(=O)OCCOCCC(=O)O)C)F